BrC1=C(C=CC(=N1)N(CC1=CC=C(C=C1)OC)CC1=CC=C(C=C1)OC)C 6-bromo-N,N-bis[(4-methoxyphenyl)methyl]-5-methyl-pyridin-2-amine